CC(C)CCCCCC(C)C 2,8-dimethylnonane